BrC1=CC=CC=2C3=C(OC21)C=C2C=CC=CC2=C3 4-bromonaphtho[2,3-b]benzofuran